CCC[N+]1(CCCC1)C.[N-](S(=O)(=O)F)S(=O)(=O)F 1-methyl-1-propylpyrrolidinium Bis(fluorosulfonyl)imide